BrC=1C2=C(C(NC1)=O)N(C=C2)S(=O)(=O)C2=CC=C(C)C=C2 4-bromo-1-tosyl-1H-pyrrolo[2,3-c]Pyridin-7(6H)-one